COC=1C=C(C=NN2C(CNC(C2)=O)=O)C=CC1OC 1-(3,4-dimethoxybenzylideneamino)piperazine-2,5-dione